COC(=O)C=1C=NN2C1C=CC=C2 pyrazolo[1,5-a]pyridine-3-carboxylic acid Methyl ester